5-(1H-imidazol-1-yl)-2-(3-(1-(2,2,6,6-tetramethylpiperidin-4-yl)vinyl)-1,2,4-triazin-6-yl)phenol N1(C=NC=C1)C=1C=CC(=C(C1)O)C1=CN=C(N=N1)C(=C)C1CC(NC(C1)(C)C)(C)C